ClC1=C(C=C(C=C1)F)C1CCN(CC1)C(=O)C1=NNC=2CN(CCC21)C(=O)OC(C)(C)C tert-butyl 3-(4-(2-chloro-5-fluorophenyl) piperidine-1-carbonyl)-1,4,5,7-tetrahydro-6H-pyrazolo[3,4-c]pyridine-6-carboxylate